n-octadecyl 3-(3',5'-di-t-butyl-4'-hydroxyphenyl)propionate C(C)(C)(C)C=1C=C(C=C(C1O)C(C)(C)C)CCC(=O)OCCCCCCCCCCCCCCCCCC